S1C=NC=C1C=1N=NN(C1)[C@@H]1[C@H]([C@@H](O[C@@H]([C@@H]1O)CO)C1=NC(=NN1C1=CC2=C(N=C(S2)C)C=C1)C)O 6-{5-{3-Deoxy-3-[4-(5-thiazolyl)-1H-1,2,3-triazol-1-yl]β-D-galactopyranosyl}-3-methyl-1H-1,2,4-triazol-1-yl}-2-methylbenzothiazole